3-(1-(2-azabicyclo[2.1.1]hexan-5-yl)-7-(2,3-dichlorophenyl)-6-fluoro-4-methyl-2-(1-(2-oxo-3-phenyltetrahydropyrimidin-1(2H)-yl)ethyl)-1H-pyrrolo[3,2-c]quinolin-8-yl)propanenitrile C12NCC(C1N1C(=CC=3C(=NC=4C(=C(C(=CC4C31)CCC#N)C3=C(C(=CC=C3)Cl)Cl)F)C)C(C)N3C(N(CCC3)C3=CC=CC=C3)=O)C2